FC=1C=CC(=C(C1)C1=CC(=NC=C1C(=O)NC=1SC(=NN1)OCC1=NC=C(C=C1)C(C)(C)O)C)OC 4-(5-fluoro-2-methoxyphenyl)-N-(5-((5-(2-hydroxy-propan-2-yl)pyridin-2-yl)methoxy)-1,3,4-thiadiazol-2-yl)-6-methylnicotinamide